tert-butyl (2S)-7-chloro-2-(1,1-difluoroethyl)-2,3-dihydropyrido[2,3-f][1,4]oxazepine-4(5H)-carboxylate ClC=1C=CC2=C(CN(C[C@H](O2)C(C)(F)F)C(=O)OC(C)(C)C)N1